(2S)-N,N-dimethyl-1-[(9Z,12Z)-octadeca-9,12-dien-1-yloxy]dodecane-2-amine CN([C@H](COCCCCCCCC\C=C/C\C=C/CCCCC)CCCCCCCCCC)C